thiobis(6-tert-butyl-2-methylphenol) S(C=1C(=C(C(=CC1)C(C)(C)C)O)C)C=1C(=C(C(=CC1)C(C)(C)C)O)C